nickel pentoxide tungsten [W].[Ni](=O)(=O)(=O)(=O)=O